2-(difluoromethyl)-4-(4-fluorobenzyl)-8,8-dimethyl-7,8-dihydro-6H-imidazo[1,2-a]pyrrolo[2,3-e]pyridine FC(C=1N=C2N(C3=C(C=C2CC2=CC=C(C=C2)F)NCC3(C)C)C1)F